4-morpholinyl-thieno[3,2-d]pyrimidine N1(CCOCC1)C=1C2=C(N=CN1)C=CS2